OC1(COC1)C1=CC=C(C=C1)C(=O)N1CC2=C(CC1)SC(=C2)OC2=CC=C(C=C2)C(F)(F)F (4-(3-hydroxyoxetan-3-yl)phenyl)(2-(4-(trifluoromethyl)phenoxy)-6,7-dihydrothieno[3,2-c]pyridin-5(4H)-yl)methanone